2-methyl-6-(1-methyl-5-(((tetrahydro-2H-pyran-2-yl)oxy)methyl)-1H-1,2,3-triazol-4-yl)pyridin-3-ol CC1=NC(=CC=C1O)C=1N=NN(C1COC1OCCCC1)C